(S)-8-(2-amino-6-((R)-2,2,2-trifluoro-1-(3'-methoxy-4'-(pyrrolidine-1-carbonyl)-[1,1'-biphenyl]-4-yl)ethoxy)pyrimidin-4-yl)-2,8-diazaspiro[4.5]decane-3-carboxylic acid NC1=NC(=CC(=N1)N1CCC2(C[C@H](NC2)C(=O)O)CC1)O[C@@H](C(F)(F)F)C1=CC=C(C=C1)C1=CC(=C(C=C1)C(=O)N1CCCC1)OC